COC(C(C(C=CC(C(C(OC)OC)C)OC)OC)C)OC 1,1,3,6,8,8-hexamethoxy-2,7-dimethyl-4-octene